(8R,10S)-10-[(2S,4S,5R,6S)-4-amino-5-hydroxy-6-methyl-oxan-2-yl]oxy-6,11-dihydroxy-8-(2-hydroxyacetyl)-1-methoxy-8-methyl-9,10-dihydro-7H-tetracene-5,12-dione N[C@H]1C[C@H](O[C@H]([C@@H]1O)C)O[C@H]1C[C@](CC=2C(=C3C(C=4C=CC=C(C4C(C3=C(C12)O)=O)OC)=O)O)(C)C(CO)=O